N-(1-benzyl-6-pentanoyl-3,4-dihydro-2H-quinolin-8-yl)-2-methylpropane-1-sulfonamide C(C1=CC=CC=C1)N1CCCC2=CC(=CC(=C12)NS(=O)(=O)CC(C)C)C(CCCC)=O